5-fluoro-4-(4-oxo-5-azaspiro[2.4]heptan-5-yl)pyrimidin FC=1C(=NC=NC1)N1C(C2(CC2)CC1)=O